BrC(C(=O)OC)=C methyl alpha-bromoacrylate